2-(3-fluorophenyl)-N-(2-phenylethyl)pyrazolo[1,5-a]pyrimidin-5-amine FC=1C=C(C=CC1)C1=NN2C(N=C(C=C2)NCCC2=CC=CC=C2)=C1